dimethyl-1,4-cyclohexanedicarboxylic acid CC1(CCC(CC1)(C(=O)O)C)C(=O)O